C(C)(C)(C)C(C(=O)O)(O)C tertiary butyl-lactic acid